3-(2,5-Diethylfuran-3-yl)-1-[(1-methyl-1H-pyrazol-4-yl)(oxan-4-yl)sulfamoyl]-urea C(C)C=1OC(=CC1NC(NS(N(C1CCOCC1)C=1C=NN(C1)C)(=O)=O)=O)CC